FC1=CC=C(C=C1)C1SCC(N1C1=C(C=C(C=C1)O)C)=O 2-(4-Fluorophenyl)-3-(4-hydroxy-2-methylphenyl)-1,3-thiazolidin-4-one